ClC[C@@H](COC1=C(C=C(C=C1)C(C)(C)C1=CC=C(C=C1)OC[C@@H](CN1CCNCC1)O)I)O (R)-1-chloro-3-(4-(2-(4-((R)-2-hydroxy-3-(piperazin-1-yl)propoxy)phenyl)propan-2-yl)-2-iodophenoxy)propan-2-ol